COC=1C=C(C=CC1OC1=CC(=CC(=C1)C(F)(F)F)OC)C1C=2C(NC(C1)=O)=NNC2 4-{3-methoxy-4-[3-methoxy-5-(trifluoromethyl)phenoxy]phenyl}-2H,4H,5H,6H,7H-pyrazolo[3,4-b]pyridin-6-one